C1(=CC=C(C=C1)N=NC1=CC=C(N(CCCC)CCCC)C=C1)C1=CC=C(C=C1)N=NC1=CC=C(N(CCCC)CCCC)C=C1 4,4'-(biphenyl-4,4'-diylbis(diazene-2,1-diyl))bis(N,N-dibutylaniline)